methyl 4-(6,7-dimethoxy-4-oxo-4H-chromen-2-yl)benzoate COC=1C=C2C(C=C(OC2=CC1OC)C1=CC=C(C(=O)OC)C=C1)=O